BrC=1C(=NC(=NC1)SC)NC1CCCC12CC2 5-Bromo-2-methylsulfanyl-N-spiro[2.4]heptan-7-yl-pyrimidin-4-amine